6-(4-bromobutoxy)-3,4-dihydroquinolin-2(1H)-one BrCCCCOC=1C=C2CCC(NC2=CC1)=O